2-[[6-[(cyclobutylmethylamino)methyl]imidazo[1,2-a]pyridin-2-yl]methyl]-5-(1-piperidyl)-2,7-naphthyridin-1-one C1(CCC1)CNCC=1C=CC=2N(C1)C=C(N2)CN2C(C1=CN=CC(=C1C=C2)N2CCCCC2)=O